OC=1C2=C(N=C(N1)NC(=O)OC)C=NN2CC2=C(C=C(C(=O)OC)C=C2)OC methyl 4-((7-hydroxy-5-((methoxycarbonyl)amino)-1H-pyrazolo[4,3-d]pyrimidin-1-yl)methyl)-3-methoxybenzoate